(E)-2-((2-(4-(2-chlorophenyl)thiazol-2-yl)-2-methylhydrazono)methyl)-N-(propylsulfonyl)benzamide ClC1=C(C=CC=C1)C=1N=C(SC1)N(\N=C\C1=C(C(=O)NS(=O)(=O)CCC)C=CC=C1)C